N=C(CCNC(=O)C=1N(C=C(C1)NC(=O)C=1N(C=C(C1)NC(C1=CC=C(C=C1)\C=C\C1=CC(=CC=C1)OC)=O)C)C)NC(C)C (E)-N-(3-imino-3-(isopropylamino)propyl)-4-(4-(4-(3-methoxystyryl)benzoylamino)-1-methyl-1H-pyrrole-2-carboxamido)-1-methyl-1H-pyrrole-2-carboxamide